tertbutyl 4-(2-(3-methoxyazetidin-1-yl)ethyl)piperazine-1-carboxylate COC1CN(C1)CCN1CCN(CC1)C(=O)OC(C)(C)C